OP(O)OP(O)O.C(C)(C)(C)C1=C(C(=CC(=C1)C)C(C)(C)C)C(O)(C(CO)(CO)CO)CCCCCCCCCCCC 2,6-di-t-butyl-4-methylphenyl-lauryl-pentaerythritol diphosphite